C1(=CC=CC=C1)P(OCC)(=O)C(C1=C(C=C(C=C1C)C)C)=O ethyl phenyl(2,4,6-trimethylbenzoylphosphinate)